ClC=1C=CC(=C(C1)NC(=S)N1CCN(CC1)C1=CC=C(C=C1)F)OC N-(5-chloro-2-methoxyphenyl)-4-(4-fluorophenyl)piperazine-1-thiocarboxamide